C1C(O1)CC(C(C(C(CC2CO2)(F)F)(F)F)(F)F)(F)F 1,4-bis(2',3'-epoxypropyl)perfluoro-n-butane